FC1=CC=C(C=C1)C=1C=C2C(=NC=NC2=C(C1)OCOC(=O)C1CC1)NC(C)C=1C=NC(=NC1)C(F)(F)F ((6-(4-fluorophenyl)-4-((1-(2-(trifluoromethyl)pyrimidin-5-yl)ethyl)amino)quinazolin-8-yl)oxy)methylcyclopropane-1-carboxylate